3-Nitro-2-(m-toluylamino)benzonitrile [N+](=O)([O-])C=1C(=C(C#N)C=CC1)NC=1C=C(C=CC1)C